N-((3-(4-fluorophenyl)pyridin-2-yl)methylene)-2-methylpropane-2-sulfinamide FC1=CC=C(C=C1)C=1C(=NC=CC1)C=NS(=O)C(C)(C)C